C(C)(C)C1=C(N=NS1)C(=O)O 5-isopropyl-1,2,3-thiadiazole-4-carboxylic acid